ClC=1C=C(C=C2CN(C(C12)=O)CC1=CC=C(C=C1)OC(F)(F)F)C1=NOC(=N1)CN1CCNCC1 7-chloro-5-(5-piperazin-1-ylmethyl-[1,2,4]oxadiazol-3-yl)-2-(4-trifluoromethoxybenzyl)-2,3-dihydroisoindol-1-one